1,6-dimethylheptane CCCCCCC(C)C